4-(4-(5-(3-((tert-butoxycarbonyl)amino)prop-1-yn-1-yl)pyridin-2-yl)piperazin-1-yl)butanoic acid C(C)(C)(C)OC(=O)NCC#CC=1C=CC(=NC1)N1CCN(CC1)CCCC(=O)O